NC1=C2C(=NC=N1)N(N=C2C2=CC=C(C=C2)OC2=CC=CC=C2)[C@H]2CN(CCC2)C(C=C)=O 1-[(3R)-3-[4-amino-3-(4-phenoxyphenyl)-1H-pyrazolo[3,4-D]pyrimidin-1-yl]-1-piperidinyl]-2-propene-1-one